benzyl 4-fluoro-3-hydroxypyrrolidine-1-carboxylate FC1C(CN(C1)C(=O)OCC1=CC=CC=C1)O